tert-butyl 3-ethoxy-4-((3-(pyrrolidin-1-yl)benzyl)amino)benzoate C(C)OC=1C=C(C(=O)OC(C)(C)C)C=CC1NCC1=CC(=CC=C1)N1CCCC1